(2S,3R,4S)-4-fluoro-3-[(methanesulfonyl)amino]-N,N-dimethyl-2-[(2,3',5'-trifluoro-[1,1'-biphenyl]-3-yl)methyl]pyrrolidine-1-carboxamide F[C@@H]1[C@@H]([C@@H](N(C1)C(=O)N(C)C)CC=1C(=C(C=CC1)C1=CC(=CC(=C1)F)F)F)NS(=O)(=O)C